tert-butyl (R)-3-[4-[5-(5-fluoro-2-methoxypyridin-4-yl)-1H-pyrazole-3-carbonyl]-4-azaspiro[2.5]octane-7-amido]pyrrolidine-1-carboxylate FC=1C(=CC(=NC1)OC)C1=CC(=NN1)C(=O)N1C2(CC2)CC(CC1)C(=O)N[C@H]1CN(CC1)C(=O)OC(C)(C)C